2-{8-[(2-cyano-2-methylideneethyl)amino]-7-ethoxynaphthalen-2-yl}-N-[(1s,4s)-4-(dimethylamino)cyclohexyl]pyrimidine-4-carboxamide C(#N)C(CNC=1C(=CC=C2C=CC(=CC12)C1=NC=CC(=N1)C(=O)NC1CCC(CC1)N(C)C)OCC)=C